ClC=1C=C(C=CC1Cl)C1=CSC=2C=NN(C(C21)=O)CC(N2CCCC2)=O 3-(3,4-dichlorophenyl)-5-(2-oxo-2-(pyrrolidin-1-yl)ethyl)thieno[2,3-d]pyridazin-4(5H)-one